1-(4-Fluorophenyl)-3-(4-(2-(4-(2-morpholinoethoxy)phenyl)thiazol-4-yl)phenyl)urea FC1=CC=C(C=C1)NC(=O)NC1=CC=C(C=C1)C=1N=C(SC1)C1=CC=C(C=C1)OCCN1CCOCC1